N-tetradecyl-4-ethylpyridinium chloride [Cl-].C(CCCCCCCCCCCCC)[N+]1=CC=C(C=C1)CC